N-((3R,5S)-5-((1H-Pyrazol-1-yl)methyl)pyrrolidin-3-yl)-2-fluoro-4-(1-methyl-1H-indazol-5-yl)benzamide TFA salt OC(=O)C(F)(F)F.N1(N=CC=C1)C[C@@H]1C[C@H](CN1)NC(C1=C(C=C(C=C1)C=1C=C2C=NN(C2=CC1)C)F)=O